C(C)(C)C1=CNC2=CC=C(C=C12)C1=CC=NCC1 4-(3-isopropyl-1H-indol-5-yl)-5,6-dihydropyridine